C(N)(=N)C=1C=C(SC1)CNC(=O)C12CCC(CC1)N2C(CNC(C2=CC=C(C=C2)OC2=CC=CC=C2)=O)=O N-((4-carbamimidoylthiophen-2-yl)methyl)-7-((4-phenoxybenzoyl)glycyl)-7-azabicyclo[2.2.1]heptane-1-carboxamide